COC1=C(NCC#CC=2SC3=C(C2CC(F)(F)F)C=CC=C3NC3CCN(CC3)CCCOC)C=CC(=C1)S(=O)(=O)C N-[2-[3-(2-methoxy-4-methylsulfonyl-anilino)prop-1-ynyl]-3-(2,2,2-trifluoroethyl)benzothiophen-7-yl]-1-(3-methoxypropyl)piperidin-4-amine